FC=1C=C2C(=NN(C2=CC1C1CC2COCC(C1)N2)C)N2C(NC(CC2)=O)=O 1-[5-fluoro-1-methyl-6-(3-oxa-9-azabicyclo[3.3.1]nonan-7-yl)indazol-3-yl]hexahydropyrimidine-2,4-dione